CC1=CC(=C(C(=C1)OCCC)O)OCCC 4-Methyl-2,6-dipropoxyphenol